4-((6-(2-Aminoethoxy)-1-methyl-1H-pyrazolo[3,4-d]pyrimidin-4-yl)aminomethyl)benzenesulfonamide NCCOC1=NC(=C2C(=N1)N(N=C2)C)NCC2=CC=C(C=C2)S(=O)(=O)N